C(=O)(OCC1C2=CC=CC=C2C2=CC=CC=C12)N[C@@H](CN=[N+]=[N-])C(=O)O Fmoc-3-Azido-Alanine